C1=CC(=CC=C1O)O 1,4-benzoquinol